COCCOC=1C=C2C(=NC=NC2=CC1OCCOC)OC1=CC(=C(C(=C1)F)C(C(=O)O)=O)F (4-((6,7-bis(2-methoxyethoxy)quinazolin-4-yl)oxy)-2,6-difluorophenyl)-2-oxoacetic acid